6-[2-(2-ethyl-5-fluoro-7-methyl-benzofuran-3-yl)-ethylamino]-pyrimidin C(C)C=1OC2=C(C1CCNC1=CC=NC=N1)C=C(C=C2C)F